4-(benzo[d]oxazol-2(3H)-one-5-yl)-N2-(2-(bicyclo[2.2.1]hept-2-ylmethyl)isoindolin-5-yl)-5-methylpyrimidine-2,4-diamine O1C(NC2=C1C=CC(=C2)C2(NC(=NC=C2C)NC=2C=C1CN(CC1=CC2)CC2C1CCC(C2)C1)N)=O